FC1=C(C=C(C=C1C(F)(F)F)C1=NNC2=CC(=CC=C12)N1CCN(CC1)S(=O)(=O)C)O 2-Fluoro-5-(6-(4-(methylsulfonyl)piperazin-1-yl)-1H-indazol-3-yl)-3-(trifluoromethyl)phenol